methyl 2-[2-({[3-bromo-1-(3-chloropyridin-2-yl)-1H-pyrazol-5-yl]carbonyl}amino)-5-cyano-3-methylbenzoyl]-2-methylhydrazinecarboxylate BrC1=NN(C(=C1)C(=O)NC1=C(C(=O)N(NC(=O)OC)C)C=C(C=C1C)C#N)C1=NC=CC=C1Cl